3,5-dibromo-1-ethyl-1,2,4-triazole BrC1=NN(C(=N1)Br)CC